2-(4-(4-(3'-chloro-5-fluoro-2-hydroxy-4'-(3-methyl-2-oxo-2,3-dihydro-1H-imidazol-1-yl)-[1,1'-biphenyl]-3-yl)pyridin-2-yl)piperazin-1-yl)acetic acid ClC=1C=C(C=CC1N1C(N(C=C1)C)=O)C1=C(C(=CC(=C1)F)C1=CC(=NC=C1)N1CCN(CC1)CC(=O)O)O